C(=O)O.FC(C=1C(=C(C=CC1)[C@@H](C)NC1=NN=C(C=2C1=CN(C(C2)=O)C)C)F)F (R)-4-((1-(3-(difluoromethyl)-2-fluorophenyl)ethyl)amino)-1,6-dimethylpyrido[3,4-d]pyridazine-7(6H)-one formate